3-((2-cyclopropyl-6-(1-methyl-5-((((4-nitrophenoxy)carbonyl)oxy)methyl)-1H-1,2,3-triazol-4-yl)pyridin-3-yl)oxy)cyclohexane-1-carboxylic acid methyl ester COC(=O)C1CC(CCC1)OC=1C(=NC(=CC1)C=1N=NN(C1COC(=O)OC1=CC=C(C=C1)[N+](=O)[O-])C)C1CC1